(S)-2-ethyl-4-(3-(ethylamino)pyrrolidin-1-yl)-N-(8-fluoro-2-methylimidazo[1,2-a]pyridin-6-yl)-2H-indazole-7-carboxamide C(C)N1N=C2C(=CC=C(C2=C1)N1C[C@H](CC1)NCC)C(=O)NC=1C=C(C=2N(C1)C=C(N2)C)F